(S)-2-(5-amino-2-(furan-2-yl)-7H-pyrazolo[4,3-e][1,2,4]triazolo[1,5-c]pyrimidin-7-yl)-N-((3-hydroxyoxetan-3-yl)methyl)-2-phenylpropanamide NC1=NC2=C(C=3N1N=C(N3)C=3OC=CC3)C=NN2[C@@](C(=O)NCC2(COC2)O)(C)C2=CC=CC=C2